1-Mesityl-Imidazole C1(=C(C(=CC(=C1)C)C)N1C=NC=C1)C